1-(Azetidin-1-yl)-2-[6-[3-(difluoromethyl)phenyl]pyrazolo[4,3-b]pyridin-1-yl]ethanone N1(CCC1)C(CN1N=CC2=NC=C(C=C21)C2=CC(=CC=C2)C(F)F)=O